N-({2-[(3-cyclopropylazetidin-1-yl)methyl]-1H-indol-6-yl}methyl)-4-oxo-4H-pyrido[1,2-a]pyrimidine-2-carboxamide C1(CC1)C1CN(C1)CC=1NC2=CC(=CC=C2C1)CNC(=O)C=1N=C2N(C(C1)=O)C=CC=C2